C(C=C)(=O)OC(C)OCC(C)O acryloyloxy-2-hydroxypropoxy-ethane